S1C(=CC=C1)[C@@]12[C@@H](OCCN1)CCCC2 (4aR,8aS)-4a-(2-thiophenyl)octahydro-2H-benzo[b][1,4]oxazine